COC1=CC2=C(OC(OC2=O)(C)C)C=C1 6-methoxy-2,2-dimethyl-4H-benzo[d][1,3]dioxin-4-one